N-(3,5-dichloro-4-(2,6-dioxopiperidin-3-yl)benzyl)-2-(5-ethoxypyrazin-2-yl)-2-methylpropanamide ClC=1C=C(CNC(C(C)(C)C2=NC=C(N=C2)OCC)=O)C=C(C1C1C(NC(CC1)=O)=O)Cl